ClC1=C(N=C2C(=N1)N(N=C2)C2OCCOC2)C 6-chloro-5-methyl-1-(dioxan-2-yl)-1H-pyrazolo[3,4-b]Pyrazine